C1(=CC=CC=C1)C=1COC2=CC=CC=C2C1 3-PHENYL-2H-CHROMENE